ClC1=NC(=NC=C1COC(F)F)OC=1N=CC=2CCC3=C(C2C1F)NC1=C3C(NC[C@@H]1C)=O (S)-2-((4-chloro-5-((difluoromethoxy)methyl)pyrimidin-2-yl)oxy)-1-fluoro-10-methyl-5,6,8,9,10,11-hexahydro-7H-pyrido[3',4':4,5]pyrrolo[2,3-f]isoquinolin-7-one